C(C)(C)(C)N1C[C@H]([C@@H](C1)C1=CC=C(C=C1)Cl)C(=O)N1C[C@H](C[C@H]1C(=O)N1CCOCC1)N(C(C(CCC)C)=O)C1CCC(CC1)C N-((3S,5S)-1-((3S,4R)-1-(tert-butyl)-4-(4-chlorophenyl)pyrrolidine-3-carbonyl)-5-(morpholine-4-carbonyl)pyrrolidin-3-yl)-2-methyl-N-((1s,4R)-4-methylcyclohexyl)pentanamide